gallium-lutetium oxide [O-2].[Lu+3].[Ga+3].[O-2].[O-2]